C1OC2=C(O1)C=C(C=C2)C(=O)O 3,4-(methylenedioxy)benzoic acid